(R)-(5-(6-fluoro-5-(2-(5-fluoro-2-methoxypyridin-3-yl)pyrrol-1-yl)pyrazolo[1,5-a]pyrimidin-3-yl)-1H-1,2,4-triazol-3-yl)methanol FC=1C(=NC=2N(C1)N=CC2C2=NC(=NN2)CO)N2C(=CC=C2)C=2C(=NC=C(C2)F)OC